C(C1=CC=CC=C1)N1CC(OCC1)C(C)N 1-(4-Benzylmorpholin-2-yl)ethylamine